(tert-Butoxycarbonylamino)-3-[(1-methylpyrazol-3-yl)methyl]azetidine-1-carboxylic acid tert-butyl ester C(C)(C)(C)OC(=O)N1C(C(C1)CC1=NN(C=C1)C)NC(=O)OC(C)(C)C